(R)-1-(3-((5-(4-fluorobenzoyl)-2-((4-(4-methylpiperazin-1-yl)phenyl)amino)-7H-pyrrolo[2,3-d]pyrimidin-4-yl)amino)piperidin-1-yl)prop-2-en-1-one FC1=CC=C(C(=O)C2=CNC=3N=C(N=C(C32)N[C@H]3CN(CCC3)C(C=C)=O)NC3=CC=C(C=C3)N3CCN(CC3)C)C=C1